tert-butyl (2-((ethylsulfinyl)methyl)pyridin-4-yl)carbamate C(C)S(=O)CC1=NC=CC(=C1)NC(OC(C)(C)C)=O